6-((1-(2-cyclopropyl-2-(methoxyimino)acetyl)-3-fluoropiperidin-4-yl)amino)-N-((S)-3-(3,4-dihydroisoquinolin-2(1H)-yl)-2-hydroxypropyl)pyrimidine-4-carboxamide C1(CC1)C(C(=O)N1CC(C(CC1)NC1=CC(=NC=N1)C(=O)NC[C@@H](CN1CC2=CC=CC=C2CC1)O)F)=NOC